[SH3+].COC1=CC=C(C=C1)CC(=O)[O-] p-methoxyphenylacetic acid sulfonium salt